1H-pyrrolo[2,3-b]pyridin-3-carboxylat N1C=C(C=2C1=NC=CC2)C(=O)[O-]